FC(C1=CC=CC=N1)(F)F 6-(trifluoro-methyl)-pyridin